tert-butyl 2-(3-acetoxycyclopent-1-en-1-yl)-4-((4-methoxybenzyl) oxy)-5,6-dihydro-7H-pyrrolo[2,3-d]pyrimidine-7-carboxylate C(C)(=O)OC1C=C(CC1)C=1N=C(C2=C(N1)N(CC2)C(=O)OC(C)(C)C)OCC2=CC=C(C=C2)OC